decyl 8-{N-[(6Z)-2-[(4Z)-dec-4-en-1-yl]dodec-6-en-1-yl]-5-(dimethylamino)-pentanamido}octadecenoate C(CC\C=C/CCCCC)C(CN(C(CCCCN(C)C)=O)C(CCCCC=CC(=O)OCCCCCCCCCC)CCCCCCCCCC)CCC\C=C/CCCCC